FC1=CC=C(C=C1)NC(=O)OCC1CCC(CC1)COCC(=O)OC(C)(C)C tert-Butyl 2-(((1r,4r)-4-((4-Fluorophenylcarbamoyloxy)methyl)cyclohexyl)methoxy)acetate